propynamide C(C#C)(=O)N